C1=CC=CC=2C3=CC=CC=C3N(C12)C1=CC=CC=2N(C(=NC21)NC(C)(CC(C)(C)C)C)C(C)C (carbazol-9-yl)-1-isopropyl-N-(2,4,4-trimethylpentan-2-yl)-benzimidazol-2-amine